(2R,3S,5R)-5-(6-(4-(acetylthio)butanamido)-2-fluoro-9H-purin-9-yl)-2-ethynyl-2-((isobutyryloxy)methyl)tetrahydrofuran-3-yl isobutyrate C(C(C)C)(=O)O[C@@H]1[C@](O[C@H](C1)N1C2=NC(=NC(=C2N=C1)NC(CCCSC(C)=O)=O)F)(COC(C(C)C)=O)C#C